C(C)(C)(C)OC(=O)N(CCCC[C@H](C1CC1)OC1=C(C=CC(=C1)C)S(=O)(=O)N1[C@@H](CCC1)C(=O)O)C1CCC(CC1)(F)F |&1:12| ((2-(((RS)-5-((tert-Butoxycarbonyl)(4,4-difluorocyclohexyl)amino)-1-cyclopropylpentyl)oxy)-4-methylphenyl)sulfonyl)-L-proline